2-(1-(5-chloro-2-((6-methoxy-2-methyl-1,2,3,4-tetrahydroisoquinolin-7-yl)amino)pyrimidin-4-yl)-6-fluoro-3-methylindolin-3-yl)acetic acid methyl ester COC(CC1(CN(C2=CC(=CC=C12)F)C1=NC(=NC=C1Cl)NC1=C(C=C2CCN(CC2=C1)C)OC)C)=O